ClC=1C=NC=CC1CNC(NC1=CC=C(C(=O)OCC)C=C1)=O Ethyl 4-(3-((3-chloropyridin-4-yl)methyl)ureido)benzoate